N1C=NC=C1C1=C(N=C2N=C3CCNCC3=CN12)C1=NC(=NN1)C(F)(F)F 6-(1H-imidazol-5-yl)-5-[3-(trifluoromethyl)-1H-1,2,4-triazol-5-yl]-2,4,7,11-tetraazatricyclo[7.4.0.03,7]trideca-1,3,5,8-tetraene